C(CCCCCCCCCCCCCCCCC)N1C(=C(C(C2=C(C=C(C=C12)OCC1=CC=CC=C1)OCC1=CC=CC=C1)=O)OCC1=CC=CC=C1)C1=CC(=C(C=C1)OCC1=CC=CC=C1)OCC1=CC=CC=C1 N-octadecyl-2-(3,4-dibenzyloxy-phenyl)-3,5,7-tribenzyloxy-quinolin-4-one